(2,3,4-trimethoxy-6-methyl-phenyl)-methanone COC1=C(C(=CC(=C1OC)OC)C)C=O